5-(4-bromophenyl)-4-oxo-1-(tetrahydro-2H-pyran-4-ylmethyl)-1,4-dihydropyridine-3-carboxylic acid BrC1=CC=C(C=C1)C=1C(C(=CN(C1)CC1CCOCC1)C(=O)O)=O